5-Bromo-2-methoxy-4-methyl-3-nitropyridine tert-butyl-6-[2-[[3-(bromomethyl)phenyl]sulfonylamino]-6-(2,6-dimethylphenyl)pyrimidin-4-yl]oxy-3-oxo-1,4-diazepane-1-carboxylate C(C)(C)(C)OC(=O)N1CC(NCC(C1)OC1=NC(=NC(=C1)C1=C(C=CC=C1C)C)NS(=O)(=O)C1=CC(=CC=C1)CBr)=O.BrC=1C(=C(C(=NC1)OC)[N+](=O)[O-])C